chloromethyl-(methyl)dimethoxysilane ClC[Si](OC)(OC)C